C(OCC1=CC=C(C=C1)NC([C@H](C)NC([C@H](C(C)C)NC(=O)OC(C)(C)C)=O)=O)(OC1=CC=C(C=C1)[N+](=O)[O-])=O {4-[(2S)-2-[(2S)-2-{[(tert-butoxy)carbonyl]amino}-3-methylbutanamido]propanamido]phenyl}methyl 4-nitrophenyl carbonate